FC1=CC=C2C(=N1)OCC=1C=C(C=CC12)B1OC(C(O1)(C)C)(C)C 3-fluoro-8-(4,4,5,5-tetramethyl-1,3,2-dioxaborolan-2-yl)-6H-isochromeno[3,4-b]pyridine